Methyl (E)-3-(3-(2-cyclopropyl-6-(trifluoromethyl)pyrimidin-4-yl)-4H-1,2,4-triazol-4-yl)-2-(pyrimidin-5-yl)acrylate C1(CC1)C1=NC(=CC(=N1)C1=NN=CN1/C=C(/C(=O)OC)\C=1C=NC=NC1)C(F)(F)F